C(CCCCCCC)N=CC1=NC=CC=C1 N-(n-octyl)pyridylmethanimine